C(C)(C)(C)OC(=O)N1CC(C1)(C1=CC=CC2=CC=CC=C12)NC(=O)OCC1=CC=CC=C1.F[P-](F)(F)(F)(F)F.N1(N=NC2=C1C=CC=C2)O[P+](N2CCCC2)(N2CCCC2)N2CCCC2 benzotriazole-1-yloxytri(pyrrolidino)phosphonium hexafluorophosphate tert-butyl-3-(((benzyloxy)carbonyl)amino)-3-(naphthalen-1-yl)azetidine-1-carboxylate